BrC=1OC=CC1C 2-bromo-3-methyl-furan